ClC=1N=C2C(=NC1C1=C(C=CC(=C1)CF)S(=O)(=O)N)N(C(=N2)C2=NC(=CC=C2)OCC)C2=C(C=CC=C2OC)OC (5-chloro-1-(2,6-dimethoxyphenyl)-2-(6-ethoxypyridin-2-yl)-1H-imidazo[4,5-b]pyrazin-6-yl)-4-(fluoromethyl)benzenesulfonamide